N-methyl-3-(5-((4-(trifluoromethyl)phenyl)amino)-1,2,3,4-tetrahydroisoquinoline-2-carbonyl)azetidine CN1CC(C1)C(=O)N1CC2=CC=CC(=C2CC1)NC1=CC=C(C=C1)C(F)(F)F